(S)-7-((6-(2-(methylamino)ethoxy)pyridin-3-yl)methyl)-2-(pentan-2-yloxy)imidazo[2,1-f][1,2,4]triazin-4-amine CNCCOC1=CC=C(C=N1)CC1=CN=C2C(=NC(=NN21)O[C@@H](C)CCC)N